ClC=1C=C(C=CC1Cl)C=1N(C(=C(C(C1C(=O)O)=O)C1=CC=C(C=C1)C(F)(F)F)C)CC 2-(3,4-dichlorophenyl)-1-ethyl-6-methyl-4-oxo-5-[4-(trifluoromethyl)phenyl]pyridine-3-carboxylic acid